C(C)C1CNC(C=2C3=C(N=C(N13)N1CCCCC1)C=C(C2)F)=O 9-ethyl-4-fluoro-1-(piperidin-1-yl)-8,9-dihydro-2,7,9a-triazabenzo[cd]azulen-6(7H)-one